tert-butyl 4-[4-[3-(2,6-dioxo-3-piperidyl)-1,2-benzoxazol-6-yl]-1-piperidyl]piperidine-1-carboxylate O=C1NC(CCC1C1=NOC2=C1C=CC(=C2)C2CCN(CC2)C2CCN(CC2)C(=O)OC(C)(C)C)=O